Cl.SCCN β-mercaptoethylamine HCl